C(C)(C)(C)OC(COC([2H])([2H])C1=NC=C(C=C1Br)Cl)=O 2-((3-bromo-5-chloropyridin-2-yl)methoxy-d2)Acetic acid tert-butyl ester